NC=1C=C(C=CC1)C(\C=C\C1=C(C=C(C(=C1)Br)O)OC)=O (E)-1-(3-aminophenyl)-3-(5-bromo-4-hydroxy-2-methoxyphenyl)prop-2-en-1-one